2-(2-methyl-1,3-benzoxazol-6-yl)-7-(1-methyl-1,2,3,6-tetrahydropyridin-4-yl)-4H-pyrido[1,2-a]pyrimidin-4-one CC=1OC2=C(N1)C=CC(=C2)C=2N=C1N(C(C2)=O)C=C(C=C1)C=1CCN(CC1)C